CC1=NC(=CC=C1OC1CCCCC1)C=1C=NN(C1COC(N(CCC)C)=O)C (1S,3S)-3-((2-Methyl-6-(1-methyl-5-(((methyl(propyl)carbamoyl)oxy)methyl)-1H-pyrazol-4-yl)pyridin-3-yl)oxy)cyclohexan